Cl.[2H]C1(NCCOCC1)[2H] 5,5-dideutero-[1,4]-oxaazepane hydrochloride